N1(C=NC=C1)C=1C=NC2=CC=C(C=C2N1)C(=O)C=1C=C(C=CC1)NC(=O)NC1=CC=C(C=C1)F 1-(3-(3-(1H-imidazol-1-yl)quinoxaline-6-carbonyl)phenyl)-3-(4-fluorophenyl)urea